2-((1-tert-butyl-1H-pyrazol-4-yl)amino)-4-(((2E,4E)-hex-2,4-dien-1-yl)amino)pyrimidin-5-carboxamide C(C)(C)(C)N1N=CC(=C1)NC1=NC=C(C(=N1)NC\C=C\C=C\C)C(=O)N